N=1C=NN2C1C=C(C=C2)C=2C=CN1N=C(N=C(C12)OC)N[C@H]1[C@@H](CN(CC1)C1COC1)F 5-([1,2,4]triazolo[1,5-a]pyridin-7-yl)-N-((3R,4R)-3-fluoro-1-(oxetan-3-yl)piperidin-4-yl)-4-methoxypyrrolo[2,1-f][1,2,4]triazin-2-amine